O1CCN(CC1)C[SiH](C1=CC=C(C=C1)C(=C)C1=CC=CC=C1)COC 1-[4-(morpholinomethylmethoxymethylsilyl)phenyl]-1-phenylethylene